3-(([1,2,4]triazolo[4,3-a]pyridine-8-carboxamido)methyl)-5-benzyl-4,5-dihydroisoxazole N=1N=CN2C1C(=CC=C2)C(=O)NCC2=NOC(C2)CC2=CC=CC=C2